(R)-(5-fluoro-2-methoxyphenyl)(1-(phenylsulfonyl)-1H-indol-2-yl)methylamine FC=1C=CC(=C(C1)NCC=1N(C2=CC=CC=C2C1)S(=O)(=O)C1=CC=CC=C1)OC